C1(=CC=CC=C1)N1C2=CC=CC=C2C=2C=C(C=CC12)C1=CC=2N(C3=CC=CC=C3C2C=C1)C=1C2=C(N=CN1)C1=C(O2)C=CC=C1 4-(9'-phenyl-[2,3'-bi-9H-carbazol]-9-yl)benzofuro[3,2-d]pyrimidine